C1CC(CCC1)=CC=C1CCCCC1 1,2-bis(3-cyclohexylidene)ethane